ClC=1C(=C(C(=CC1)C(F)F)C1=CN=C(C(=N1)C(=O)NC=1C=NN(C1)CC=1C(=NC(=NC1)N1C([C@@H]2C[C@@H]2C1)=O)OC)C)F 6-(3-Chloro-6-(difluoromethyl)-2-fluorophenyl)-N-(1-((4-methoxy-2-((1R,5S)-2-oxo-3-azabicyclo[3.1.0]hexan-3-yl)pyrimidin-5-yl)methyl)-1H-pyrazol-4-yl)-3-methylpyrazine-2-carboxamide